2-(4-chlorophenyl)-4-[[3-trifluoromethylphenylmethylsulfonyl]oxy]-5-amino-3(2H)-furanone ClC1=CC=C(C=C1)C1OC(=C(C1=O)OS(=O)(=O)CC1=CC(=CC=C1)C(F)(F)F)N